(3,3-difluoropropyl) (trifluoromethyl) sulfate S(=O)(=O)(OCCC(F)F)OC(F)(F)F